(2S,4R)-N-((R)-1-(4-carbamimidoylthiophen-2-yl)ethyl)-4-fluoro-4-(fluoromethyl)-1-((3-methyl-4-phenoxybenzoyl)glycyl)pyrrolidine-2-carboxamide C(N)(=N)C=1C=C(SC1)[C@@H](C)NC(=O)[C@H]1N(C[C@](C1)(CF)F)C(CNC(C1=CC(=C(C=C1)OC1=CC=CC=C1)C)=O)=O